(R)-N-(2-(aziridin-1-yl)ethyl)-N-(1-(4-methoxyphenyl)ethyl)-3,3-diphenylprop-2-en-1-amine N1(CC1)CCN(CC=C(C1=CC=CC=C1)C1=CC=CC=C1)[C@H](C)C1=CC=C(C=C1)OC